ls-2,4-Dichloro-5-chloromethylfluorobenzene ClC1=C(C=C(C(=C1)Cl)CCl)F